IC1=C(C=C(C=C1OC)CCN)OC 2-(4-iodo-3,5-dimethoxyphenyl)ethan-1-amine